BrCC=1C=C2CCN(CC2=CC1)C(=O)OCCCC butyl 6-(bromomethyl)-3,4-dihydroisoquinoline-2(1H)-carboxylate